C(CCCCCCCCCCCCC)OC(O)=O.CI methyl iodide tetradecyl-carbonate